3-(6-fluoro-5-(piperidin-4-yl)-1H-benzo[d]imidazol-1-yl)piperidine-2,6-dione FC=1C(=CC2=C(N(C=N2)C2C(NC(CC2)=O)=O)C1)C1CCNCC1